CC1=NC(=NN1C1=CC=C(C=C1)CC1=CC=C(C=C1)C=1C=NC(=CC1)CN1CC(NCC1)C)C(=O)N 5-methyl-1-(4-(4-(6-((3-methylpiperazin-1-yl)methyl)pyridin-3-yl)benzyl)phenyl)-1H-1,2,4-triazole-3-carboxamide